NC1=CC=C(OCC(COC)O)C=C1 1-(4-aminophenoxy)-3-methoxypropan-2-ol